NCCC(=O)[O-].[Ca+2].NCCC(=O)[O-] calcium beta-alaninate